P(=O)(OC(C)C)([O-])[O-] i-propyl phosphate